3-(2-tert-butyl-pyrazol-3-yl)-5-(4-chlorophenyl)-N-(2-cyclopropyl-propan-2-yl)-benzamide C(C)(C)(C)N1N=CC=C1C=1C=C(C(=O)NC(C)(C)C2CC2)C=C(C1)C1=CC=C(C=C1)Cl